acryloxybutyldiiodomethylsilane C(C=C)(=O)OCCCC[SiH2]C(I)I